(2-chloro-4-fluoro-phenyl)-[(1S,5R)-8-[5-(2,2-dimethylpropylsulfonyl)-1-(2-hydroxyethyl)indazol-7-yl]-3,8-diazabicyclo[3.2.1]octan-3-yl]methanone ClC1=C(C=CC(=C1)F)C(=O)N1C[C@@H]2CC[C@H](C1)N2C=2C=C(C=C1C=NN(C21)CCO)S(=O)(=O)CC(C)(C)C